FC(C1=CC(=NC=C1C=C)C(=O)OC)(F)F methyl 4-(trifluoromethyl)-5-vinylpicolinate